(2-((4-(5-(1H-pyrazol-1-yl)pyridin-3-yl)-1H-1,2,3-triazol-1-yl)methyl)imidazo[1,2-a]pyridin-6-yl)methanol N1(N=CC=C1)C=1C=C(C=NC1)C=1N=NN(C1)CC=1N=C2N(C=C(C=C2)CO)C1